(1S,7S,8S)-2-(7-chloro-8-ethyl-2-(((2R,7aS)-2-fluorotetrahydro-1H-pyrrolizin-7a(5H)-yl)methoxy-d2)pyrido[4,3-d]pyrimidin-4-yl)-8-fluoro-5-oxa-2-azabicyclo[5.1.0]octane ClC1=C(C=2N=C(N=C(C2C=N1)N1[C@@H]2[C@H]([C@@H]2COCC1)F)OC([2H])([2H])[C@]12CCCN2C[C@@H](C1)F)CC